CC(C(=O)OCCCCCCOC(C(=C)C)=O)=C 6-(2-methylprop-2-enoyloxy)hexyl 2-methylprop-2-enoate